4-(5-(4-(4-isopropylpiperazin-1-yl)phenyl)-2,3-dihydrobenzo[b]oxepin-4-yl)phenol C(C)(C)N1CCN(CC1)C1=CC=C(C=C1)C=1C2=C(OCCC1C1=CC=C(C=C1)O)C=CC=C2